(S)-tert-butyl 2-(2-(2-cyclopropylphenyl) pyrrolidin-1-yl)-7-azaspiro[3.5]nonane-7-carboxylate C1(CC1)C1=C(C=CC=C1)[C@H]1N(CCC1)C1CC2(C1)CCN(CC2)C(=O)OC(C)(C)C